2-[4-tert-butyl-2-methyl-3-(trifluoromethyl)phenyl]-4,4,5,5-tetramethyl-1,3,2-dioxaborolane C(C)(C)(C)C1=C(C(=C(C=C1)B1OC(C(O1)(C)C)(C)C)C)C(F)(F)F